1-((1-isopropyl-5-(4-isopropylphenyl)-1H-1,2,4-triazol-3-yl)methyl)-4,4-dimethylpiperidine C(C)(C)N1N=C(N=C1C1=CC=C(C=C1)C(C)C)CN1CCC(CC1)(C)C